ClCC1=CC2=C(C=3N(C(N2)=O)C=CC3)N=C1 3-(chloromethyl)pyrido[2,3-e]pyrrolo[1,2-c]pyrimidin-6(5H)-one